2-(2-cyanoisoindolin-4-yl)-N-(2-hydroxyethyl)benzenesulfonamide 4-{6-[4-bromo-3-(pyridin-4-yl)pyrazol-1-yl]pyridin-3-yl}-2-methylpiperazine-1-carboxylate BrC=1C(=NN(C1)C1=CC=C(C=N1)N1CC(N(CC1)C(=O)O)C)C1=CC=NC=C1.C(#N)N1CC2=CC=CC(=C2C1)C1=C(C=CC=C1)S(=O)(=O)NCCO